Cl.N1=CN=C(C2=C1NC=C2)NC2=CC(=C1C(NC3(NC1=C2)CCCCC3)=O)Cl 7'-((7H-pyrrolo[2,3-d]pyrimidin-4-yl)amino)-5'-chloro-1'H-spiro[cyclohexane-1,2'-quinazoline]-4'(3'H)-one hydrochloride